C(C)(C)(C)OC(C(CCCCC#N)(O)O)=O 6-cyano-(3S,5R)-dihydroxyhexanoic acid tert-butyl ester